2-[2-(2-{[3-(2,4,6-trioxo-1,3,5-triazinan-1-yl) propanoyl] oxy} ethoxy) ethoxy] ethylene prop-2-enoate C(C=C)(=O)O.O=C1N(C(NC(N1)=O)=O)CCC(=O)OCCOCCOC=C